3-(phenylamino)-1-(4-ethylphenyl)-2-propen-1-one C1(=CC=CC=C1)NC=CC(=O)C1=CC=C(C=C1)CC